[N+](=O)([O-])C=1C=C(C=CC1)N/N=C/CC (E)-1-(3-nitrophenyl)-2-propylidenehydrazine